ClC=1C=C2C(=CN=C(C2=CN1)OC)C(C)(C)NC1CCC1 N-(2-(6-chloro-1-methoxy-2,7-naphthyridin-4-yl)propan-2-yl)cyclobutylamine